N1(N=CC=C1)C=1C=C2CCN(CC2=CC1)C(=O)OC(C)(C)C tert-Butyl 6-(1H-pyrazol-1-yl)-3,4-dihydroisoquinoline-2(1H)-carboxylate